3',5'-dimethoxy-[1,1'-biphenyl]-4-carboxylic acid COC=1C=C(C=C(C1)OC)C1=CC=C(C=C1)C(=O)O